3-chloro-8-[3-(methanesulfonylmethyl)azetidin-1-yl]-5-(propan-2-yl)isoquinoline ClC=1N=CC2=C(C=CC(=C2C1)C(C)C)N1CC(C1)CS(=O)(=O)C